FC1=CC2=C(N(C(=N2)C)C2CC3CCC(C2)N3CC[C@@H](C3=CC=CC=C3)NC(=O)C3CN(C3)C(CC)=O)C=C1 N-{(1S)-3-[3-exo-(5-Fluoro-2-methyl-1H-benzimidazol-1-yl)-8-azabicyclo[3.2.1]oct-8-yl]-1-phenylpropyl}-1-propionyl-3-azetidinecarboxamide